(4-(5-(2-chloro-[1,1'-biphenyl]-3-yl)-1,3,4-oxadiazol-2-yl)benzyl)-L-serine hydrochloride Cl.ClC1=C(C=CC=C1C1=NN=C(O1)C1=CC=C(CN[C@@H](CO)C(=O)O)C=C1)C1=CC=CC=C1